NCCNC(COC=1C=C2C(=C(NC2=CC1)C1=CC(=C(C=C1)OC)OC)C(C)C)=O N-(2-aminoethyl)-2-((2-(3,4-dimethoxyphenyl)-3-isopropyl-1H-indol-5-yl)oxy)acetamide